3-(1,3-oxazol-5-yl)propan-1-one O1C=NC=C1CCC=O